Methyl (S)-3-(3-((tert-butoxycarbonyl)amino)pyrrolidin-1-yl)-4-(3,4-dichloro-5-methyl-1H-pyrrole-2-carboxamido)benzoate C(C)(C)(C)OC(=O)N[C@@H]1CN(CC1)C=1C=C(C(=O)OC)C=CC1NC(=O)C=1NC(=C(C1Cl)Cl)C